BrC=1C=C2C=CNC2=C(C1)C 5-bromo-7-methyl-1H-indole